C[C@H]1O[C@@H](CN(C1)C=1C=CC2=C(NC(=N2)C=2C(NC3=CC=CC=C3C2N[C@@H](C)C2=NC=CC=N2)=O)C1)C |o1:26| 3-(6-((2R,6R)-2,6-dimethylmorpholino)-1H-benzo[d]imidazol-2-yl)-4-(((S*)-1-(pyrimidin-2-yl)ethyl)amino)quinolin-2(1H)-one